methyl (S)-2-amino-3-(6-(trifluoromethyl)-1H-indol-3-yl)propanoate hydrochloride Cl.N[C@H](C(=O)OC)CC1=CNC2=CC(=CC=C12)C(F)(F)F